N-(5-cyano-6-(2-methyl-2H-1,2,3-triazol-4-yl)pyridin-3-yl)-1-(quinolin-5-yl)-5-(trifluoromethyl)-1H-pyrazole-4-carboxamide C(#N)C=1C=C(C=NC1C1=NN(N=C1)C)NC(=O)C=1C=NN(C1C(F)(F)F)C1=C2C=CC=NC2=CC=C1